tert-butyl (1R,5R,6R)-6-((tert-butyldimethylsilyl)oxy)-3,8-diazabicyclo[3.2.1]octane-8-carboxylate [Si](C)(C)(C(C)(C)C)O[C@H]1[C@H]2CNC[C@@H](C1)N2C(=O)OC(C)(C)C